BrC1=C(C=C(C=N1)N1C=NNC1=O)C 4-(6-bromo-5-methyl-3-pyridyl)-1H-1,2,4-triazol-5-one